tritetradecylethane-1,2-diamine C(CCCCCCCCCCCCC)C(C(N)(CCCCCCCCCCCCCC)CCCCCCCCCCCCCC)N